1'-(4-amino-2-fluorophenyl)-[4,4'-bipiperidine]-1-carboxylic acid tert-butyl ester C(C)(C)(C)OC(=O)N1CCC(CC1)C1CCN(CC1)C1=C(C=C(C=C1)N)F